NCC1=CC(=C(C(=C1)C)NC(=O)C1=CC2=C(OCCC3=C2SC=C3)C=C1C=1C(=NC(=CC1)C(NCC(C)C)=O)C(=O)OC)C methyl 3-(9-((4-(aminomethyl)-2,6-dimethylphenyl)carbamoyl)-4,5-dihydrobenzo[b]thieno[2,3-d]oxepin-8-yl)-6-(isobutylcarbamoyl)picolinate